C(CCC)C1=NC2(C(N1CC1=CC(=C(C=C1)C=1C(=CC=CC1)S(=O)(=O)N(COC)C1=NOC(=C1C)C)COCC)=O)CCNCC2 4'-((2-butyl-4-oxo-1,3,8-triazaspiro[4.5]dec-1-en-3-yl)methyl)-N-(4,5-dimethylisoxazol-3-yl)-2'-(ethoxymethyl)-N-(methoxymethyl)-[1,1'-biphenyl]-2-sulfonamide